(S)-2-fluoro-3-methyl-butyric acid F[C@H](C(=O)O)C(C)C